2-{1-[2-(3,5-difluoro-phenoxy)-propoxyimino]-propyl}-5-(2-ethylsulfanyl-propyl)-3-hydroxy-cyclohex-2-enone FC=1C=C(OC(CON=C(CC)C=2C(CC(CC2O)CC(C)SCC)=O)C)C=C(C1)F